4-methyl-N-(4-(trifluoromethyl)pyridin-2-yl)-3-((trimethylsilyl)ethynyl)benzamide CC1=C(C=C(C(=O)NC2=NC=CC(=C2)C(F)(F)F)C=C1)C#C[Si](C)(C)C